Tri-n-butyl-methyl-zirconium C(CCC)[Zr](C)(CCCC)CCCC